C(C)(C)(C)OC(=O)N1CCC(CCC1)C(=O)O 1-(tert-butoxycarbonyl)azepan-4-carboxylic acid